5-Methylpyridin-3-yl 4-[2-(4-fluorophenyl)-4-oxo-1,3-thiazolidin-3-yl]-3-methylbenzoate FC1=CC=C(C=C1)C1SCC(N1C1=C(C=C(C(=O)OC=2C=NC=C(C2)C)C=C1)C)=O